(2R,7aS)-7a-({[5-(azetidin-1-yl)-7-[7-fluoro-3-(methoxymethoxy)-8-[2-(triisopropylsilyl)ethynyl]naphthalen-1-yl]pyrido[4,3-d]pyrimidin-2-yl]oxy}methyl)-2-fluoro-hexahydropyrrolizine N1(CCC1)C1=NC(=CC=2N=C(N=CC21)OC[C@]21CCCN1C[C@@H](C2)F)C2=CC(=CC1=CC=C(C(=C21)C#C[Si](C(C)C)(C(C)C)C(C)C)F)OCOC